C(CCC)C1=CC=C(C(=O)C2=CC=C(C=C2)CC(C)C)C=C1 4-n-butyl-4'-isobutylbenzophenone